ClC=1C=C(C=C(C1O)Cl)N1N=C(C(NC1=O)=O)NC(OC(C)(C)C)=O tert-butyl (2-(3,5-dichloro-4-hydroxyphenyl)-3,5-dioxo-2,3,4,5-tetrahydro-1,2,4-triazine-6-yl)carbamate